FC=1C=C(C=NC1)[C@@H]1[C@H](C1)C1=CC(NC(=N1)C)=O 6-((1S,2S)-2-(5-fluoropyridin-3-yl)cyclopropyl)-2-methylpyrimidin-4(3H)-one